O=C1NC(CCC1N1C(C2=CC=C(C=C2C1)CNC(=O)C1=NN(C(=C1)C1=CC=CC=C1)C)=O)=O N-((2-(2,6-dioxopiperidin-3-yl)-1-oxoisoindolin-5-yl)methyl)-1-methyl-5-phenyl-1H-pyrazole-3-carboxamide